(R)-tert-butyl-1-(4-fluorophenyl)-4a-(R/S)-(hydroxy(1-methyl-1H-pyrazol-4-yl)methyl)-4a,5,7,8-tetrahydro-1H-pyrazolo[3,4-g]isoquinoline-6(4H)-carboxylate C(C)(C)(C)OC(=O)N1C[C@]2(CC3=C(C=C2CC1)N(N=C3)C3=CC=C(C=C3)F)[C@H](C=3C=NN(C3)C)O |&1:9|